BrC1=C(OCCCO)C=C(C=C1)C1=NN(C2=CN=C(C=C21)C2=C(C=CC=C2O)F)C2OCCCC2 3-(2-bromo-5-(5-(2-fluoro-6-hydroxyphenyl)-1-(tetrahydro-2H-pyran-2-yl)-1H-pyrazolo[3,4-c]pyridin-3-yl)phenoxy)propan-1-ol